tribromotoluene CC1=CC(=C(C(=C1)Br)Br)Br.CC1=CC(=CC(=C1Br)Br)Br.CC1=C(C=C(C=C1Br)Br)Br